acryloxytridecyltriiodosilane C(C=C)(=O)OCCCCCCCCCCCCC[Si](I)(I)I